C12(CC1)COC1=C2C(=CC=C1)OC1=CC=C(C=N1)N 6-spiro[2H-benzofuran-3,1'-cyclopropane]-4-Yloxypyridin-3-amine